[Cl-].[Cl-].C1(=CC(=CC=C1)C(=[Zr+2](C1=C(C=CC=2C3=CC=C(C=C3CC12)C(C)(C)C)C(C)(C)C)C1C=CC=C1)C=1C=C(C=CC1)C)C di(m-tolyl)methylene(cyclopentadienyl)(2,7-ditert-butyl-fluorenyl)zirconium dichloride